FC(C=1NC2=CC=CC=C2C1C=1C=NC2=CC=CC=C2N1)(F)F 3-(2-(trifluoromethyl)-indole-3-yl)quinoxaline